2-(3-methoxyphenoxy)-1-(2-(5-(trifluoromethyl)-1,2,4-oxadiazol-3-yl)-6,7-dihydrothieno[3,2-c]pyridin-5(4H)-yl)ethan-1-one COC=1C=C(OCC(=O)N2CC3=C(CC2)SC(=C3)C3=NOC(=N3)C(F)(F)F)C=CC1